C(CCC)[P](CCCC)(CCCC)O tributyl-phosphorus hydroxide